CC1=CC=C2CCC=NC2=C1 7-methyl-3,4-dihydroquinolin